ClC=1C(=NC(=CC1)C1=C(C(=C(C=C1)C(F)(F)F)S(=O)C)Cl)C(=O)OC Methyl 3-chloro-6-(2-chloro-3-(methylsulfinyl)-4-(trifluoromethyl) phenyl)picolinate